5-((6-((1,3-dimethyl-1H-pyrazol-4-yl)amino)-1-methyl-1H-pyrazolo[3,4-d]pyrimidin-3-yl)amino)-N-(2-(2,2-dimethylpyrrolidin-1-yl)ethyl)-6-methylnicotinamide CN1N=C(C(=C1)NC1=NC=C2C(=N1)N(N=C2NC=2C(=NC=C(C(=O)NCCN1C(CCC1)(C)C)C2)C)C)C